N-lactoyl-tyramine C(C(O)C)(=O)NCCC1=CC=C(C=C1)O